8-chloro-1-(2,6-dichlorophenyl)-5-(1,2-dihydroxyethyl)-2-methyl-1,6-naphthyridine ClC=1C=NC(=C2C=CC(N(C12)C1=C(C=CC=C1Cl)Cl)C)C(CO)O